ClN(S(=O)(=O)C(F)(F)F)Cl dichlorotrifluoromethanesulfonamide